C(C=C(C)C)N1C=CC2=CC=CC=C12 N-prenylindole